NC=1C(=NC=C(C(=O)OCC)C1)C ethyl 5-amino-6-methylnicotinate